1-CHLORO-6-METHOXY-3,4-DIHYDRO-NAPHTHALENE-2-CARBALDEHYDE ClC1=C(CCC2=CC(=CC=C12)OC)C=O